pyrophosphorate P(=O)([O-])([O-])OP(=O)([O-])[O-]